COC=1C=C2CC(CC2=CC1)NC1=NC=C(C=N1)C1=NNC(O1)=O 5-(2-((5-methoxy-2,3-dihydro-1H-inden-2-yl)amino)pyrimidin-5-yl)-1,3,4-oxadiazol-2(3H)-one